2-(2-(4-(((1-(1-methyl-4-(trifluoromethyl)-1H-imidazol-2-yl)piperidin-4-yl)methyl)amino)pyrido[2,3-d]pyrimidin-2-yl)phenyl)propan-2-ol CN1C(=NC(=C1)C(F)(F)F)N1CCC(CC1)CNC=1C2=C(N=C(N1)C1=C(C=CC=C1)C(C)(C)O)N=CC=C2